CC1=NC=CC(=C1)NC(OC[C@@H]1OC2=C(C3=C(N=C(S3)C3=C4N=CC(=NC4=CC(=C3)C(F)F)OC)C(=C2)C)OC1)=O (R)-(2-(7-(difluoromethyl)-2-methoxyquinoxalin-5-yl)-4-methyl-7,8-dihydro-[1,4]dioxino[2',3':3,4]benzo[1,2-d]thiazol-7-yl)methyl (2-methylpyridin-4-yl)carbamate